C(C=C)(=O)O.C(CCC)OC(COCCOCCO)O butoxytriethylene glycol acrylate